trans-3-(6-(1-((1r,4r)-4-(aminomethyl)cyclohexyl)piperidin-4-yl)-1-methyl-1H-indazol-3-yl)piperidine-2,6-dione NC[C@@H]1CC[C@H](CC1)N1CCC(CC1)C1=CC=C2C(=NN(C2=C1)C)C1C(NC(CC1)=O)=O